4-{1-oxo-3-[4-hydroxy-2-methoxy-5-(2-methylbut-3-en-2-yl)phenyl]prop-2-enyl}phenolate O=C(C=CC1=C(C=C(C(=C1)C(C)(C=C)C)O)OC)C1=CC=C(C=C1)[O-]